C(C)(C)(C)N1CC(CC1=O)CNC(CN1C(C2=CC=3C=CSC3N2C(=N1)C(C)C)=O)=O N-[(1-tert-butyl-5-oxo-pyrrolidin-3-yl)methyl]-2-(12-isopropyl-9-oxo-3-thia-1,10,11-triazatricyclo[6.4.0.02,6]dodeca-2(6),4,7,11-tetraen-10-yl)acetamide